FC(N1N=C2C(N(CCC2=C1C1=CC(=CC(=C1)F)F)C(=O)C=1C=C2C=CC=NC2=CC1)C)F (2-(difluoromethyl)-3-(3,5-difluorophenyl)-7-methyl-2,4,5,7-tetrahydro-6H-pyrazolo[3,4-c]pyridin-6-yl)(quinolin-6-yl)methanone